O[C@@H](CC(=O)[O-])C |r| racemic-R and S-beta-hydroxybutyrate